3-[4-[1-[[4-[4-[4-(aminomethyl)-3-methyl-phenyl]-1H-pyrrolo[2,3-b]pyridin-2-yl]phenyl]methyl]-4-piperidyl]anilino]piperidine-2,6-dione HCl salt Cl.NCC1=C(C=C(C=C1)C1=C2C(=NC=C1)NC(=C2)C2=CC=C(C=C2)CN2CCC(CC2)C2=CC=C(NC1C(NC(CC1)=O)=O)C=C2)C